N-[(3-bromo-4-methylphenoxy)acetyl]-D-phenylalanine methyl ester COC([C@H](NC(COC1=CC(=C(C=C1)C)Br)=O)CC1=CC=CC=C1)=O